C(#C)C1=C(C=CC=C1)C1=CC(=CC(=C1)C)C 2-ethynyl-3',5'-dimethyl-1,1'-biphenyl